2-ethylhexyl 3-[2-amino-4-[(dimethylamino)methyl]phenyl]sulfanylpropanoate NC1=C(C=CC(=C1)CN(C)C)SCCC(=O)OCC(CCCC)CC